C(C1=CC=CC=C1)(=O)NCC1=CC=C(C(=O)O)C=C1 4-(benzamidomethyl)benzoic acid